N-(6-(6-fluoropyridin-3-yl)-1-(4-(trifluoromethyl)phenyl)-1H-pyrazolo[3,4-d]pyrimidin-4-yl)-5-nitrothiophene-2-carboxamide FC1=CC=C(C=N1)C1=NC(=C2C(=N1)N(N=C2)C2=CC=C(C=C2)C(F)(F)F)NC(=O)C=2SC(=CC2)[N+](=O)[O-]